BrC1=NO[C@@H](C1)C=1C=CC(=C(NC2=CC(=CC=C2)C(F)(F)F)C1)C(C)(C)C 5-[(5S)-3-Bromo-4,5-dihydroisoxazol-5-yl]-2-tert-butyl-N-[3-(trifluoromethyl)phenyl]aniline